7,16-dihydroxyhexadecanoic acid OC(CCCCCC(=O)O)CCCCCCCCCO